NC1=C(SC2=NC(=CC(=C21)C)C)C(=O)N[C@H]2CC=1C=NC(=NC1CC2)N2C[C@@H]([C@H](C2)OC(C)C)N 3-amino-N-[(6R)-2-[(3S,4S)-3-amino-4-(propan-2-yloxy)pyrrolidin-1-yl]-5,6,7,8-tetrahydroquinazolin-6-yl]-4,6-dimethylthieno[2,3-b]pyridine-2-carboxamide